4-(4-(2,3-Dihydrobenzo[1,4]dioxin-6-yl)-5-pyridin-2-yl-1H-imidazol-2-yl)benzamide O1CCOC2=C1C=CC(=C2)C=2N=C(NC2C2=NC=CC=C2)C2=CC=C(C(=O)N)C=C2